bis(isocyanatomethyl)tricyclo-[5.2.1.02,6]decane N(=C=O)CC12C3(CCC(C2CCC1)C3)CN=C=O